C(C)OC1=CC=C(C=C1)N1C[C@@H]2[C@H](C1)CN(C2)C(=O)NCCO cis-5-(4-Ethoxyphenyl)-N-(2-hydroxyethyl)hexahydro-pyrrolo[3,4-c]pyrrole-2(1H)-carboxamide